C1(CC1)COC=1C=CC(=NC1)C(C(=O)N)(C)N1CC(C(CC1)(F)F)(C1=CNC(C=C1)=O)C (5-(cyclopropylmethoxy)pyridin-2-yl)-2-(4,4-difluoro-3-methyl-3-(6-oxo-1,6-dihydropyridin-3-yl)piperidin-1-yl)propanamide